(S*)-3-[[5-[3-(Difluoromethoxy)-4-fluoro-phenyl]-3-pyridyl]methyl]-5-(morpholinomethyl)oxazolidin-2-one FC(OC=1C=C(C=CC1F)C=1C=C(C=NC1)CN1C(O[C@H](C1)CN1CCOCC1)=O)F |o1:20|